FC(OC1=CC=C(C=N1)N(C1CCN(CC1)C1=NC=C(C=N1)S(=O)(=O)C)C=1C=NC=CC1OC)F 6-(Difluoromethoxy)-N-(4-methoxypyridin-3-yl)-N-(1-(5-(methylsulfonyl)pyrimidin-2-yl)piperidin-4-yl)pyridin-3-amine